O=C(C(=O)OCC(F)(F)F)N1[C@H](CN([C@@H](C1)C)C1CC1)C1=CC=CC=C1 |r| 2,2,2-trifluoroethyl 2-oxo-2-[rac-(2S,5R)-4-cyclopropyl-5-methyl-2-phenyl-piperazin-1-yl]acetate